CN1C=CC2=CC(=CC=C12)C=1C=CC2=C(N=C(S2)NC(=O)[C@@H]2CNCC2)C1 (S)-N-(5-(1-methyl-1H-indol-5-yl)benzo[d]thiazol-2-yl)pyrrolidine-3-carboxamide